(2S,4R)-4-(benzo[d][1,3]dioxole-5-sulfonylamino)-2-carbamoyl-pyrrolidine-1-carboxylic acid tert-butyl ester C(C)(C)(C)OC(=O)N1[C@@H](C[C@H](C1)NS(=O)(=O)C1=CC2=C(OCO2)C=C1)C(N)=O